(E and Z)-5-(8-methyl-2,3-dihydro-1H-pyrido[2,3-b][1,4]oxazin-7-yl)-3-(thiophen-2-ylmethylene)indolin-2-one CC1=C(C=NC=2OCCNC21)C=2C=C1C(C(NC1=CC2)=O)=CC=2SC=CC2